Cl.ClC1=C(C=CC(=C1)N[C@@H]1C(NC(CC1)=O)=O)N1CCC(CC1)(O)CC(=O)O 2-[1-[2-chloro-4-[[(3S)-2,6-dioxo-3-piperidyl]amino]phenyl]-4-hydroxy-4-piperidyl]acetic acid hydrochloride